tert-butyl-4-({[5-chloro-4-(4-cyanophenyl)pyrimidin-2-yl]amino}methyl)piperidine-1-carboxylate C(C)(C)(C)OC(=O)N1CCC(CC1)CNC1=NC=C(C(=N1)C1=CC=C(C=C1)C#N)Cl